(E)-N'-(4-cyano-1-(2,6-dimethyl-3-((2-(trimethylsilyl)ethoxy)methoxy)phenyl)-2-(hexahydro-1H-furo[3,4-c]pyrrole-5-carbonyl)-1H-imidazol-5-yl)-N,N-dimethylformimidamide C(#N)C=1N=C(N(C1/N=C/N(C)C)C1=C(C(=CC=C1C)OCOCC[Si](C)(C)C)C)C(=O)N1CC2C(C1)COC2